α-amino-histidine NC(N)(CC1=CNC=N1)C(=O)O